benzyl ((2S,3R)-3-(tert-butoxy)-1-oxo-1-((4-(((S)-2-oxo-4-(trifluoromethyl)-imidazolidin-1-yl)methyl)pyridin-2-yl)amino)butan-2-yl)carbamate C(C)(C)(C)O[C@@H]([C@@H](C(NC1=NC=CC(=C1)CN1C(N[C@@H](C1)C(F)(F)F)=O)=O)NC(OCC1=CC=CC=C1)=O)C